5-bromo-2-phenylquinolin-4(1H)-one BrC1=C2C(C=C(NC2=CC=C1)C1=CC=CC=C1)=O